[Si](C1=CC=CC=C1)(C1=CC=CC=C1)(C(C)(C)C)O[C@@H]1C=C(C[C@@H]([C@@H]1O)O[Si](C1=CC=CC=C1)(C1=CC=CC=C1)C(C)(C)C)C(=O)[O-] (3R,4S,5S)-3,5-bis(tert-butyldiphenylsilyloxy)-4-hydroxy-1-cyclohexene-1-carboxylate